1-ethylpentyl 8-[3-[2-[2-[2-(2-benzyloxyethoxy)ethoxy] ethoxy]ethoxy]-2-[8-(1-ethylpentoxy)-8-oxo-octoxy]propoxy]octanoate C(C1=CC=CC=C1)OCCOCCOCCOCCOCC(COCCCCCCCC(=O)OC(CCCC)CC)OCCCCCCCC(=O)OC(CCCC)CC